4-(2-Hydroxyethyl)-2,3-morpholindion OCCN1C(C(OCC1)=O)=O